5-(3-butoxyphenoxy)carbonylamino-3-(octahydro-2H-quinolizin-2-yl)-benzofuran C(CCC)OC=1C=C(OC(=O)NC=2C=CC3=C(C(=CO3)C3CC4CCCCN4CC3)C2)C=CC1